N-(4-cyano-2-(4-(2,4-difluorophenoxy)piperidin-1-yl)-5-(dimethylcarbamoyl)phenyl)-2-methoxynicotinamide tert-Butyl-4-[3-(p-tolylsulfonyloxy)cyclobutoxy]piperidine-1-carboxylate C(C)(C)(C)OC(=O)N1CCC(CC1)OC1CC(C1)OS(=O)(=O)C1=CC=C(C=C1)C.C(#N)C1=CC(=C(C=C1C(N(C)C)=O)NC(C1=C(N=CC=C1)OC)=O)N1CCC(CC1)OC1=C(C=C(C=C1)F)F